4-[(4-Isopropylphenoxy)methyl]1,3-dihydroimidazole-2-thione C(C)(C)C1=CC=C(OCC=2NC(NC2)=S)C=C1